FC=1C=CC(=C(C1)C(C(=O)NC=1SC=CN1)N1C(C2=CC(=CC=C2C1)C1=CCC(CC1)C1CCNCC1)=O)O 2-(5-fluoro-2-hydroxyphenyl)-2-(1-oxo-6-(4-(piperidin-4-yl)cyclohex-1-en-1-yl)isoindol-2-yl)-N-(thiazol-2-yl)acetamide